[Si](C)(C)(C(C)(C)C)O[C@@H](CNC(=O)C1=CC=C(C(=N1)C(=O)OC)B1OC(C(O1)(C)C)(C)C)CO[Si](C)(C)C(C)(C)C methyl (S)-6-((2,3-bis((tert-butyldimethylsilyl)oxy)propyl)carbamoyl)-3-(4,4,5,5-tetramethyl-1,3,2-dioxaborolan-2-yl)picolinate